CC1=C(C=O)C=CC(=C1)C(C(F)(F)F)(F)F 2-methyl-4-(1,1,2,2,2-pentafluoroethyl)benzaldehyde